((1r,4r)-4-((tert-butoxycarbonyl)amino)cyclohexyl)4-methylbenzenesulfonic acid methyl ester COS(=O)(=O)C1=C(C=C(C=C1)C)C1CCC(CC1)NC(=O)OC(C)(C)C